C(#N)C=1N=C2N(C(=NC=C2C=2C=NC(=NC2)CNC(OC(C)(C)C)=O)NCC2=C(C=CC3=C2CCO3)F)C1 tert-butyl ((5-(2-cyano-5-(((5-fluoro-2,3-dihydrobenzofuran-4-yl)methyl)amino)imidazo[1,2-c]pyrimidin-8-yl)pyrimidin-2-yl)methyl)carbamate